BrC1=NC=C(N=C1)SC1=CC=C(C=C1)F 2-bromo-5-((4-fluorophenyl)thio)pyrazine